BrC=1C=C2C(=NN(C2=CC1F)COCC[Si](C)(C)C)C1CCC1 2-[(5-bromo-3-cyclobutyl-6-fluoro-indazol-1-yl)methoxy]ethyl-trimethyl-silane